CN(C)[Mo+5] (dimethylamino)molybdenum(VI)